FOC(=O)C(C(C(F)(F)F)(C(=O)O)F)(C(=O)OF)C(=O)O hexafluoropropanetetracarboxylic acid